FC(CN1N=NC2=C1C=C(C=C2)C=2C=C(N1N=C(N=C(C12)OC)NC1CC(C1)(O)C)[2H])F (1r,3r)-3-((5-(1-(2,2-difluoroethyl)-1H-benzo[d][1,2,3]triazol-6-yl)-4-methoxypyrrolo[2,1-f][1,2,4]triazin-2-yl-7-d)amino)-1-methylcyclobutan-1-ol